O[C@@H]1C[C@H](CCC1)NC=1N=NC(=C2C1C=NC=C2)C2=C(C=CC=C2C(F)(F)F)O 2-[4-[[(1S,3S)-3-hydroxycyclohexyl]amino]pyrido[3,4-d]pyridazin-1-yl]-3-(trifluoromethyl)phenol